3-(1-oxo-5-((2-(((R)-1-phenylethyl)amino)cyclohexyl)oxy)isoindolin-2-yl)piperidine-2,6-dione O=C1N(CC2=CC(=CC=C12)OC1C(CCCC1)N[C@H](C)C1=CC=CC=C1)C1C(NC(CC1)=O)=O